NC=1C=NN(C1)CCC(=O)OC(C)(C)C tert-Butyl 3-(4-amino-1H-pyrazol-1-yl)propanoate